N[C@H]1C2=CC=CC=C2CC12CCNCC2 (3R)-3-amino-1,3-dihydrospiro[indene-2,4'-piperidine]